2-(3-fluoro-4-(methylsulfonyl)phenyl)-6-(1-(8-isopropyl-8-azabicyclo[3.2.1]oct-3-yl)piperidin-4-yl)-4-methyl-1H-benzo[d]imidazole FC=1C=C(C=CC1S(=O)(=O)C)C1=NC2=C(N1)C=C(C=C2C)C2CCN(CC2)C2CC1CCC(C2)N1C(C)C